4-(4-methoxyphenyl)-2-[4-(morpholin-4-yl)butyl]-2,3-dihydropyridazin-3-one COC1=CC=C(C=C1)C=1C(N(N=CC1)CCCCN1CCOCC1)=O